C(C)(C)(C)OC(=O)N1CCN(CC1)C1=NC=C(C(=N1)C=1C2=C(N(N1)C)CN(C2)C(C2=CC=CC=C2)(C2=CC=CC=C2)C2=CC=CC=C2)F 4-(5-Fluoro-4-(1-methyl-5-trityl-1,4,5,6-tetrahydropyrrolo[3,4-c]pyrazol-3-yl)pyrimidin-2-yl)piperazine-1-carboxylic acid tert-butyl ester